C(#N)C=1C=C(C(=O)OC)C=CC1 Methyl m-cyanobenzoate